ClC1=CC(=NC=C1)CC(=O)NC1=CC(=C(C=C1)C)C(C)NC=1C=NC=2C(N1)=NN(C2)CC 2-(4-chloropyridin-2-yl)-N-(3-(1-((2-ethyl-2H-pyrazolo[3,4-b]pyrazin-6-yl)amino)ethyl)-4-methylphenyl)acetamide